FC=1C(=NC=CC1CN1CC(CC1)(C(F)(F)F)O)C=1C=C2CN(C(C2=CC1)=O)C1CNCCC1 3-(5-(3-fluoro-4-((3-hydroxy-3-(trifluoromethyl)pyrrolidin-1-yl)methyl)pyridin-2-yl)-1-oxoisoindolin-2-yl)piperidine